FC(C=1C(=CN(C(C1)=O)C)C1=C2CCN(C(C2=CC(=C1)CN1C(=NC=C1)C)=O)CC1=NC=C(C#N)C(=C1)OCC)F 6-((5-(4-(difluoromethyl)-1-methyl-6-oxo-1,6-dihydropyridin-3-yl)-7-((2-methyl-1H-imidazol-1-yl)methyl)-1-oxo-3,4-dihydroisoquinolin-2(1H)-yl)methyl)-4-ethoxynicotinonitrile